C(C)(C)(C)OC(=O)N1C[C@@]2(CCN3N=C(C=C32)C=3C=NC(=C(C3)C(F)(F)F)N)CC1.FC(F)(F)C=1C(=NC=CC1)N (trifluoromethyl)pyridin-2-amine tert-butyl-(3S)-2'-[6-amino-5-(trifluoromethyl)pyridin-3-yl]-5',6'-dihydrospiro[pyrrolidine-3,4'-pyrrolo[1,2-b]pyrazole]-1-carboxylate